FC1([C@H](CNCC1)C=1C=CC(N(C1)C)=O)F (S)-5-(4,4-difluoropiperidin-3-yl)-1-methylpyridin-2(1H)-one